ClC=1C(=NC=C(C1)OCC)CN1N=C2C3=C(CCC2=C1)OC(=C3C)C(=O)NC[C@H]3OCCC3 2-[(3-Chloro-5-ethoxypyridin-2-yl)methyl]-8-methyl-N-[(2S)-tetrahydrofuran-2-ylmethyl]-4,5-dihydro-2H-furo[2,3-g]indazol-7-carboxamid